7-((Diphenylmethylene)amino)naphtho[2,3-d][1,3]dioxole-6-carboxylic acid methyl ester COC(=O)C1=CC2=CC3=C(OCO3)C=C2C=C1N=C(C1=CC=CC=C1)C1=CC=CC=C1